1,1-dimethyl-2-(4-(trifluoromethyl)pyridin-2-yl)-2,8-diazaspiro[4.5]decan-3-one CC1(N(C(CC12CCNCC2)=O)C2=NC=CC(=C2)C(F)(F)F)C